3-Chloro-4-ethyl-6-[[(3R)-1-ethyl-3-piperidyl]amino]-1,2,4-triazin-5-one ClC1=NN=C(C(N1CC)=O)N[C@H]1CN(CCC1)CC